1-(3-(tert-butyl)-1-(quinolin-6-yl)-1H-pyrazol-5-yl)-3-(2-(methylthio)-4-((3-oxo-3,4-dihydropyrido[2,3-b]pyrazin-8-yl)oxy)phenyl)urea C(C)(C)(C)C1=NN(C(=C1)NC(=O)NC1=C(C=C(C=C1)OC1=CC=NC=2NC(C=NC21)=O)SC)C=2C=C1C=CC=NC1=CC2